4-((3-(8-bromo-3-(2,2,2-trifluoroethyl)indolizin-2-yl)prop-2-yn-1-yl)amino)-3-methoxy-N-methylbenzamide BrC1=CC=CN2C(=C(C=C12)C#CCNC1=C(C=C(C(=O)NC)C=C1)OC)CC(F)(F)F